(4-(3-hydroxypropyl)-3-methyl-2-oxo-2,3-dihydro-1H-benzo[d]imidazol-1-yl)piperidine-2,6-dione OCCCC1=CC=CC=2N(C(N(C21)C)=O)N2C(CCCC2=O)=O